CC(CO)(CO)N 2-methyl-2-amino-1,3-propanediol